FC1(CCN(CC1)CC1=C(C=C(C(=O)NC=2C=CC=C3C(=NN(C23)C)C2C(NC(CC2)=O)=O)C=C1)F)F 4-((4,4-difluoropiperidin-1-yl)methyl)-N-(3-(2,6-dioxopiperidin-3-yl)-1-methyl-1H-indazol-7-yl)-3-fluorobenzamide